(2-chlorobenzyl)-9H-pyrido[2,3-b]indole ClC1=C(CC=2C=CC3=C(NC4=CC=CC=C34)N2)C=CC=C1